ClC1=C(C=2N=C(N=C(C2C=N1)N1[C@H]2[C@@H]([C@H]2COCC1)F)F)F (1R,7R,8R)-2-(7-chloro-2,8-difluoropyrido[4,3-d]pyrimidin-4-yl)-8-fluoro-5-oxa-2-azabicyclo[5.1.0]octane